(6R,7aS)-6-(2,3-dichloro-6-hydroxyphenyl)-2-(hydroxymethyl)-hexahydropyrrolizin-3-one ClC1=C(C(=CC=C1Cl)O)[C@@H]1CN2C(C(C[C@@H]2C1)CO)=O